OC1(CC1)C1=CC=NO1 5-(1-hydroxycyclopropyl)isoxazole